ClC=1C=C(C=CC1)[C@@H](NC(=O)C1CC2(C1)C(NCC2)=O)C2CCCC2 (2s,4R)-N-((S)-(3-chlorophenyl)(cyclopentyl)methyl)-5-oxo-6-azaspiro[3.4]octane-2-carboxamide